C(C)[C@@]1(C(NCCC1)=O)C=1OC(=NN1)C=1C(=NC=CC1)NC1=CC=C(C=C1)C(F)(F)F (3S)-3-Ethyl-3-[5-[2-[4-(trifluoromethyl)anilino]-3-pyridyl]-1,3,4-oxadiazol-2-yl]piperidin-2-one